NCC(=O)O.C\C(=C/C(=O)O)\C=C\[C@H]1[C@](C1)(C1=CC=2C(CCC(C2C=C1)(C)C)(C)C)C (2E,4E)-3-methyl-5-((1S,2S)-2-methyl-2-(5,5,8,8-tetramethyl-5,6,7,8-tetrahydronaphthalen-2-yl)cyclopropyl)penta-2,4-dienoic acid glycine salt